3-(3-chloro-4-methoxyphenyl)-1-(2,2-difluoroethyl)-1H-indazole-5-carboxylic acid methyl ester COC(=O)C=1C=C2C(=NN(C2=CC1)CC(F)F)C1=CC(=C(C=C1)OC)Cl